2'-(5-Cyclohexyl-1H-imidazol-2-yl)-5-(methylsulfonyl)-3,4'-bipyridine Trifluoroacetate Salt FC(C(=O)O)(F)F.C1(CCCCC1)C1=CN=C(N1)C1=NC=CC(=C1)C=1C=NC=C(C1)S(=O)(=O)C